C12CCC(CC1)N2S(=O)(=O)NC(=O)C2=CC(=C(C(=O)O)C=C2OC2CC2)F 4-((7-azabicyclo[2.2.1]heptan-7-ylsulfonyl)carbamoyl)-5-cyclopropoxy-2-fluorobenzoic acid